C(C1=CC=CC=C1)N(C1(CCN(CC1)CC1=CC=CC=C1)C1=CC=CC=C1)C N,1-dibenzyl-N-methyl-4-phenylpiperidin-4-amine